ClC1=CC(=C(C(=N1)C)I)CS(=O)(=O)N (6-chloro-3-iodo-2-methylpyridin-4-yl)methanesulfonamide